COC=1C=C(C=NC1)C1=NC=C2N=CNC2=N1 (5-methoxypyridin-3-yl)-9H-purin